C1(CC1)N1N=CC(=C1)C#CC=1C(=CC(=NC1)C=1C(=NC(=NC1)C=1C=NN(C1)S(=O)(=O)C1CC1)N)N1CCC2(CC1)CCN(CC2)C (5-((1-cyclopropyl-1H-pyrazol-4-yl)ethynyl)-4-(9-methyl-3,9-diazaspiro[5.5]undec-3-yl)pyridin-2-yl)-2-(1-(cyclopropylsulfonyl)-1H-pyrazol-4-yl)pyrimidin-4-amine